4-[methyl-[2-methyl-1-prop-2-enoyl-pyrrolidin-3-yl]amino]quinazoline-6-carbonitrile CN(C1=NC=NC2=CC=C(C=C12)C#N)C1C(N(CC1)C(C=C)=O)C